1-([1,1'-biphenyl]-3-ylmethyl)cyclopent-3-ene-1-carboxylic acid C1(=CC(=CC=C1)CC1(CC=CC1)C(=O)O)C1=CC=CC=C1